OC=1C=CC(=C2C(=CC=NC12)C1N(CCOC1)C(C=C)=O)[N+](=O)[O-] 3-(8-hydroxy-5-nitroquinolin-4-yl)-N-acryloylmorpholine